FC(C=1C2=C(N(N1)CC(=O)N[C@H](C(=O)OC)CC1=CC(=CC(=C1)F)F)C([C@H]1[C@@H]2C1)(F)F)F methyl (S)-2-(2-((3bS,4aR)-3-(difluoromethyl)-5,5-difluoro-3b,4,4a,5-tetrahydro-1H-cyclopropa[3,4]cyclopenta[1,2-c]pyrazol-1-yl)acetamido)-3-(3,5-difluorophenyl)propanoate